BrC1=C(C(=CC=C1)O)\C=N\S(=O)C(C)(C)C N-[(E)-(2-bromo-6-hydroxyphenyl)methylene]-2-methylpropane-2-sulfinamide